N-(difluoromethylsulfonyl)-2-[1-[(4-methylphenyl)methyl]-5-oxopyrrolidin-2-yl]acetamid FC(S(=O)(=O)NC(CC1N(C(CC1)=O)CC1=CC=C(C=C1)C)=O)F